ClC1=C(C=C(C=C1)O)C1=C(C(=NC=2CN(CCC12)C(C)C)N1CC2(CN(C2)C(C=C)=O)CC1)C 1-(6-(4-(2-chloro-5-hydroxyphenyl)-3-methyl-7-(2-propanyl)-5,6,7,8-tetrahydro-1,7-naphthyridin-2-yl)-2,6-diazaspiro[3.4]octan-2-yl)-2-propen-1-one